tributylphosphate C(CCC)OP(=O)(OCCCC)OCCCC